2-(5-butyl-2',6'-dimethyl-[1,1'-biphenyl]-3-yl)-4-((3-(cyclopropyldifluoromethyl)phenyl)carbamoyl)-5-methyl-1H-imidazole 3-oxide C(CCC)C=1C=C(C=C(C1)C1=C(C=CC=C1C)C)C=1NC(=C([N+]1[O-])C(NC1=CC(=CC=C1)C(F)(F)C1CC1)=O)C